C12CCC(C=C1)C2 bicyclo(2.2.1)-5-heptene